methyl 4-chloroimidazo[1,2-a]quinoxaline-7-carboxylate ClC=1C=2N(C3=CC=C(C=C3N1)C(=O)OC)C=CN2